C(#N)C(C(=O)NN)C Cyanopropionohydrazide